tert-butyl 4-[(4S)-5-benzyloxy-4-(1,3-dioxoisoindolin-2-yl)-3,3-dimethyl-5-oxo-pentyl]piperazine-1-carboxylate C(C1=CC=CC=C1)OC([C@H](C(CCN1CCN(CC1)C(=O)OC(C)(C)C)(C)C)N1C(C2=CC=CC=C2C1=O)=O)=O